ClC1=CC=C(C=C1)CN1C([C@H](CSC2=C1C=C(C=C2)C(NNC(=O)C2CC1(CC(C1)O)C2)=O)NC(OC(C)(C)C)=O)=O tert-butyl N-[(3R)-5-[(4-chlorophenyl)methyl]-7-[[(2-hydroxyspiro[3.3]heptane-6-carbonyl)amino]carbamoyl]-4-oxo-2,3-dihydro-1,5-benzothiazepin-3-yl]carbamate